N,N'-(3,6,9,12-tetraoxatetradecane-1,14-diyl)bis(2-(7-(3,5-dimethylisoxazol-4-yl)-8-methoxy-2-oxo-1-((R)-1-(pyridin-2-yl)ethyl)-1,2-dihydro-3H-imidazo[4,5-c]quinolin-3-yl)acetamide) C(COCCOCCOCCOCCNC(CN1C(N(C2=C1C=NC=1C=C(C(=CC21)OC)C=2C(=NOC2C)C)[C@H](C)C2=NC=CC=C2)=O)=O)NC(CN2C(N(C1=C2C=NC=2C=C(C(=CC12)OC)C=1C(=NOC1C)C)[C@H](C)C1=NC=CC=C1)=O)=O